N-(2-(4,4-dimethyl-4,5-dihydro-oxazol-2-yl)phenyl)quinoline-2-carboxamide tert-butyl-3-(6-(5-isopropoxypyrazolo[1,5-a]pyridin-3-yl)pyridin-2-yl)piperidine-1-carboxylate C(C)(C)(C)OC(=O)N1CC(CCC1)C1=NC(=CC=C1)C=1C=NN2C1C=C(C=C2)OC(C)C.CC2(N=C(OC2)C2=C(C=CC=C2)NC(=O)C2=NC1=CC=CC=C1C=C2)C